FC(F)(F)C1(C(C(C(C(C1(F)F)(F)F)F)(F)F)(F)F)F 1-(1,1,1-trifluoromethyl)-1,2,2,3,3,4,5,5,6,6-decafluorocyclohexane